2-Chloro-7-isopentyl-7,8-dihydro-1,6-naphthyridine-6(5H)-carboxylic acid tert-butyl ester C(C)(C)(C)OC(=O)N1CC=2C=CC(=NC2CC1CCC(C)C)Cl